1-(bicyclo[1.1.1]pent-1-yl)-4-chloro-6-(cyclopropylmethyl)-1H-pyrazolo[3,4-d]pyrimidine C12(CC(C1)C2)N2N=CC=1C2=NC(=NC1Cl)CC1CC1